(2R,5S)-5-(4-Chlorobenzyl)-4-(4-(1,5-dimethyl-1H-pyrazol-3-yl)cyclohexyl)-2-(5-methyl-1,3,4-oxadiazol-2-yl)morpholin ClC1=CC=C(C[C@H]2CO[C@H](CN2C2CCC(CC2)C2=NN(C(=C2)C)C)C=2OC(=NN2)C)C=C1